(2,6-dioxo-3-piperidyl)-4-[2-(4-piperidyl)ethylamino]Isoindoline-1,3-dione O=C1NC(CCC1N1C(C2=CC=CC(=C2C1=O)NCCC1CCNCC1)=O)=O